COC1=C(C=C(C=C1)OC)C(C)=O 1-(2,5-Dimethoxyphenyl)ethanon